FCCN1N=C(C=CC1=O)C(=O)OC methyl 1-(2-fluoroethyl)-6-oxo-1,6-dihydropyridazine-3-carboxylate